C1(CCCCC1)NCCC[Si](OCC)(OCC)OCC N-cyclohexylaminopropyl-triethoxysilane